4-(2-(2,2-difluoroethyl)-2,8-diazaspiro[4.5]decan-8-yl)-5-methoxy-2-(5-methyl-1-((2-(trimethylsilyl)ethoxy)methyl)-1H-pyrazol-4-yl)pyrido[3,4-d]pyrimidine FC(CN1CC2(CC1)CCN(CC2)C=2C1=C(N=C(N2)C=2C=NN(C2C)COCC[Si](C)(C)C)C=NC=C1OC)F